C(C)(C)(C)OC(=O)N(C(=O)OC(C)(C)C)CC1=NNC(C2=C(C=C(C=C12)B(O)O)C1CC1)=O (4-((bis(tert-butoxycarbonyl)amino)methyl)-8-cyclopropyl-1-oxo-1,2-dihydrophthalazin-6-yl)boronic acid